CN1C(C(=CC2=C1N=C(N=C2)NC2=CC=C(C=C2)N2CCN(CC2)C)N2CCNC1=C(C=CC=C21)[N+](=O)[O-])=O 8-methyl-2-[4-(4-methylpiperazin-1-yl)anilino]-6-(5-nitro-3,4-dihydro-2H-quinoxalin-1-yl)pyrido[2,3-d]pyrimidin-7-one